azaindoloic acid N1C(=NC2=CC=CC=C12)C(=O)O